ClC1=CC2=C(C(=CS2)S(=O)(=O)NC2=NC=C(C(=N2)OC)CCC(F)F)C=C1 6-chloro-N-[5-(3,3-difluoropropyl)-4-methoxy-pyrimidin-2-yl]benzothiophene-3-sulfonamide